2-bromo-6-(5-formyl-6-methoxypyridin-2-yl)benzonitrile BrC1=C(C#N)C(=CC=C1)C1=NC(=C(C=C1)C=O)OC